tert-butyl (4R,7S)-2-(4-(2,4-difluoro-6-methoxyphenyl)-3-fluoro-7-hydroxythieno[2,3-c]pyridin-5-yl)-4,7-dimethyl-6,7-dihydropyrazolo[1,5-a]pyrazine-5(4H)-carboxylate FC1=C(C(=CC(=C1)F)OC)C1=C2C(=C(N=C1C1=NN3C([C@H](N(C[C@@H]3C)C(=O)OC(C)(C)C)C)=C1)O)SC=C2F